(R)-2-(3-(3,3-difluoro-1-(fluoro(4-methyl-4H-1,2,4-triazol-3-yl)methyl)cyclobutyl)phenyl)-6-(pyrrolidin-1-ylmethyl)-4-(trifluoromethyl)isoindolin-1-one FC1(CC(C1)([C@H](C1=NN=CN1C)F)C=1C=C(C=CC1)N1C(C2=CC(=CC(=C2C1)C(F)(F)F)CN1CCCC1)=O)F